(1R,2R,3S,4S)-3-(ethoxycarbonyl)bicyclo[2.2.2]oct-5-ene-2-carboxylic acid C(C)OC(=O)[C@@H]1[C@@H]([C@H]2C=C[C@@H]1CC2)C(=O)O